4-(2-(4-amino-1-phenylcyclohexyl)ethoxy)-5-chloro-2-fluoro-N-(1,2,4-thiadiazol-5-yl)benzenesulfonamide NC1CCC(CC1)(C1=CC=CC=C1)CCOC1=CC(=C(C=C1Cl)S(=O)(=O)NC1=NC=NS1)F